3-[methyl(6-[7-[1-(oxan-2-yl)pyrazol-4-yl]-3-[[2-(trimethylsilyl)ethoxy]methyl]-1,2,3-benzotriazol-4-yl]pyridazin-3-yl)amino]-8-azabicyclo[3.2.1]octane-8-carboxylate CN(C1CC2CCC(C1)N2C(=O)[O-])C=2N=NC(=CC2)C2=CC=C(C=1N=NN(C12)COCC[Si](C)(C)C)C=1C=NN(C1)C1OCCCC1